C1(CCCC1)CNC1=CC=CC(=N1)S(=O)(=O)NC(=O)C=1C(=NC=CC1)N1C(CC(C1)C)(C)C N-[[6-(Cyclopentylmethylamino)-2-pyridyl]sulfonyl]-2-(2,2,4-trimethylpyrrolidin-1-yl)pyridin-3-carboxamid